C(C)(C)C=1C=C(C=CC1)N1N=NC(=C1)C1=CC=C(C=C1)O 4-[1-(3-isopropylphenyl)-1H-[1,2,3]triazol-4-yl]-phenol